beta-hydroxypropyl-thiophene OC(CC=1SC=CC1)C